5,7-di-t-butyl-3-(3,4-di-propyl-phenyl)-3H-benzofuran-2-one C(C)(C)(C)C=1C=C(C2=C(C(C(O2)=O)C2=CC(=C(C=C2)CCC)CCC)C1)C(C)(C)C